COC1=CC=C(C=C1)NC(=O)N1CCNCC1 N-(4-methoxyphenyl)piperazine-1-carboxamide